N-(1-((4-chloro-2-fluorophenyl)amino)-6-methylisoquinolin-5-yl)-4-((2,4-dimethoxybenzyl)amino)-6,7-dihydropyrido[2,3-d]pyrimidine-8(5H)-carboxamide ClC1=CC(=C(C=C1)NC1=NC=CC2=C(C(=CC=C12)C)NC(=O)N1CCCC2=C1N=CN=C2NCC2=C(C=C(C=C2)OC)OC)F